C(C=C)(=O)OC1(C(C(=O)[O-])(CCCC1)CC)C(=O)[O-] acryloyloxy-ethylhexahydrophthalate